(5S)-2-(trans-3-{[5-(difluoromethyl)pyridin-2-yl]oxy}cyclobutyl)-5-(3,5-difluorophenyl)-2,5,6,7-tetrahydro-3H-pyrrolo[2,1-c][1,2,4]triazol-3-one FC(C=1C=CC(=NC1)O[C@@H]1C[C@H](C1)N1N=C2N(C1=O)[C@@H](CC2)C2=CC(=CC(=C2)F)F)F